5-Iodoquinolin-2(1H)-one IC1=C2C=CC(NC2=CC=C1)=O